[N+](=O)([O-])C1=C(COS(=O)(=O)C2=CC=C(C)C=C2)C=CC(=C1)[N+](=O)[O-] para-toluenesulfonic acid-2,4-dinitrobenzyl ester